N-methyl-5-(4-(4-(4-oxo-5-(trifluoromethyl)-3,4-dihydropyrrolo[2,1-f][1,2,4]triazin-2-yl)-2-azabicyclo[2.1.1]hexan-2-yl)piperidin-1-yl)picolinamide CNC(C1=NC=C(C=C1)N1CCC(CC1)N1C2CC(C1)(C2)C2=NN1C(C(N2)=O)=C(C=C1)C(F)(F)F)=O